tert-butyl N-[3-methyl-5-[[2-[5-methyl-2-(3-thienyl)-1-piperidyl]-2-oxo-acetyl]amino]-2-pyridyl]carbamate CC=1C(=NC=C(C1)NC(C(=O)N1C(CCC(C1)C)C1=CSC=C1)=O)NC(OC(C)(C)C)=O